1-(4-(((6-aminopyridazin-4-yl)amino)methyl)benzyl)pyridin-2(1H)-one NC1=CC(=CN=N1)NCC1=CC=C(CN2C(C=CC=C2)=O)C=C1